FC1=CC(=C(C=C1[N+](=O)[O-])NC1=NC=CC(=N1)C1=CN(C2=CC=CC=C12)C)OC N-(4-fluoro-2-methoxy-5-nitrophenyl)-4-(1-methyl-1H-indol-3-yl)pyrimidine-2-amine